BrC1=C(C(=C(C=C1)S(=O)(=O)Cl)F)C(F)F 4-bromo-3-(difluoromethyl)-2-fluorobenzene-1-sulfonyl chloride